10,13-dimethyl-tetradecanoic acid CC(CCCCCCCCC(=O)O)CCC(C)C